3-butoxy-6H-benzo[c]chromen-6-one C(CCC)OC1=CC=C2C3=C(C(OC2=C1)=O)C=CC=C3